F[C@H]1CN(CC[C@@H]1NC1=NN2C(C(=N1)OC([2H])([2H])[2H])=C(C=C2)C=2C=CC1=C(N(N=N1)CC(F)(F)F)C2)C2COC2 N-((3S,4S)-3-fluoro-1-(oxetan-3-yl)piperidin-4-yl)-4-(methoxy-d3)-5-(1-(2,2,2-trifluoroethyl)-1H-benzo[d][1,2,3]triazol-6-yl)pyrrolo[2,1-f][1,2,4]triazin-2-amine